4-(4-fluoro-2-methyl-1H-indol-5-yloxy)-6-methoxyquinazolin-7-ol FC1=C2C=C(NC2=CC=C1OC1=NC=NC2=CC(=C(C=C12)OC)O)C